N1CCC(CC1)CN1CCN(CC1)C=1C=C(C=CC1)N[C@H]1C(NC(CC1)=O)=O (R)-3-((3-(4-(Piperidin-4-ylmethyl)piperazin-1-yl)phenyl)amino)piperidine-2,6-dione